PROPYLAMINE C(CC)N